1-(4-(2-(6-bromoimidazo[1,2-a]pyrazin-3-yl)pyrimidin-4-yl)piperazin-1-yl)ethan-1-one BrC=1N=CC=2N(C1)C(=CN2)C2=NC=CC(=N2)N2CCN(CC2)C(C)=O